N[C@H]1CS(C2=C(N(C1=O)CC1=CC=C(C=C1)Cl)C=C(C(=C2)F)C=2OC(=NN2)C2CC1(C2)COCC1)(=O)=O (3R)-3-amino-5-[(4-chlorophenyl)methyl]-8-fluoro-7-[5-(6-oxaspiro[3.4]octan-2-yl)-1,3,4-oxadiazol-2-yl]-1,1-dioxo-2,3-dihydro-1λ6,5-benzothiazepin-4-one